(E)-N-hydroxy-3-(2-((pyridin-3-ylmethyl)amino)phenyl)acrylamide ONC(\C=C\C1=C(C=CC=C1)NCC=1C=NC=CC1)=O